CN1N=NC=2C=NC=C(C21)N 1-Methyltriazolo[4,5-c]pyridin-7-amine